phosphoric acid dioleyl ester C(CCCCCCC\C=C/CCCCCCCC)OP(OCCCCCCCC\C=C/CCCCCCCC)(O)=O